P(=O)(OC[N+]1=C(C(=CC=C1)C1=CC(=NO1)CC=1C=NC(=C(C1)F)OCC1=C(C=CC=C1)F)N)(O)[O-] (2-amino-3-(3-((5-fluoro-6-((2-fluorobenzyl)oxy)pyridin-3-yl)methyl)isoxazol-5-yl)pyridin-1-ium-1-yl)methyl hydrogen phosphate